6-[4-[2-[[(1R,5S)-8-acetyl-8-azabicyclo[3.2.1]octan-3-yl]oxy]ethoxy]phenoxy]-1-methyl-indazole-5-carboxamide C(C)(=O)N1[C@H]2CC(C[C@@H]1CC2)OCCOC2=CC=C(OC1=C(C=C3C=NN(C3=C1)C)C(=O)N)C=C2